tert-Butyl 3-cyano-3-(quinolin-2-yl)azetidine-1-carboxylate C(#N)C1(CN(C1)C(=O)OC(C)(C)C)C1=NC2=CC=CC=C2C=C1